4-bromo-6-formylthieno[3,4-b]Thiophene BrC=1SC(=C2SC=CC21)C=O